ClC=1C(=C(C(=CC1)OC(F)F)C1=CN=C(C(=N1)C(=O)NC=1C=NN(C1)[C@H](C)C=1N=NC(=C(C1)C)N1C([C@@H]2C[C@@H]2C1)=O)C)F 6-(3-chloro-6-(difluoromethoxy)-2-fluorophenyl)-3-methyl-N-(1-((R)-1-(5-methyl-6-((1R,5S)-2-oxo-3-azabicyclo[3.1.0]hex-3-yl)pyridazin-3-yl)ethyl)-1H-pyrazol-4-yl)pyrazine-2-carboxamide